NC=1C=C(C=CC1)C1=CC=C(C=C1)N 3,4'-Diaminobiphenyl